F[C@@H]1[C@@]2(CCC[C@](C[C@H]1C(=C)C1=CC=C(N=N1)C=1C(=CC(=NC1)N1C=NC=C1)O)(N2)C)C 5-(6-(1-((1S,2S,3S,5R)-2-fluoro-1,5-dimethyl-9-azabicyclo[3.3.1]nonan-3-yl)vinyl)pyridazin-3-yl)-2-(1H-imidazol-1-yl)pyridin-4-ol